C(C)(C)(C)OC(=O)N[C@H](CC(=O)OC)C=1C=C(C=CC1)N1C(=CC2=CC=C(C=C12)OC(F)(F)F)C(=O)O (R)-1-(3-(1-((tert-butoxycarbonyl)amino)-3-methoxy-3-oxopropyl)phenyl)-6-(trifluoromethoxy)-1H-indole-2-carboxylic acid